NC=1C(=C2C(=NC1)N(C=C2)S(=O)(=O)C2=CC=CC=C2)N[C@@H]2C[C@H]([C@H](C2)NC(OC(C)(C)C)=O)O[Si](C)(C)C(C)(C)C tert-Butyl N-[(1S,2R,4S)-4-[[5-amino-1-(benzenesulfonyl)pyrrolo[2,3-b]pyridin-4-yl]amino]-2-[tert-butyl(dimethyl)silyl]oxy-cyclopentyl]carbamate